(S)-N-(1-amino-3-hydroxy-1-oxopropan-2-yl)-2-methyl-5-(pyrimidin-4-ylmethoxy)benzofuran NC([C@H](CO)N1CN=C(C=C1)COC=1C=CC2=C(C=C(O2)C)C1)=O